Cl.FC=1C=CC(=C(C(=O)N)C1)OC 5-fluoro-2-methoxybenzamide hydrochloride